C(C)N1C=CC=CC1=O 1-ethyl-6-oxo-1,6-dihydropyridin